tert-Butyl (R)-5-((S)-2-(hydroxymethyl)morpholino)-3-((methyl((S)-5,6,7,8-tetrahydroquinolin-8-yl)amino)methyl)-3,4-dihydroisoquinoline-2(1H)-carboxylate OC[C@H]1OCCN(C1)C1=C2C[C@@H](N(CC2=CC=C1)C(=O)OC(C)(C)C)CN([C@H]1CCCC=2C=CC=NC12)C